1-phosphono-1,2,3,4-tetracarboxybutane P(=O)(O)(O)C(C(C(CC(=O)O)C(=O)O)C(=O)O)C(=O)O